1-[8-fluoro-2-((tetrahydro-1H-pyrrolizin-7a(5H)-yl)methoxy)-7-[4-(methoxymethoxy)-2-naphthyl]pyrido[4,3-d]pyrimidin-4-yl]-3-methyl-piperidin-3-ol FC1=C(N=CC2=C1N=C(N=C2N2CC(CCC2)(O)C)OCC21CCCN1CCC2)C2=CC1=CC=CC=C1C(=C2)OCOC